CS(=O)(=O)CC1=CNC=CC=C1 3-(methylsulfonylmethyl)azepine